ClC1=CC=2N(C=C1)N=CC2C2=CN=C(S2)C(=O)N[C@H](CCN2CCCCC2)C2=NC=CC(=C2)NS(=O)(=O)C2CC2 (R)-5-(5-chloropyrazolo[1,5-a]pyridin-3-yl)-N-(1-(4-(cyclopropanesulfonamido)pyridin-2-yl)-3-(piperidin-1-yl)propyl)thiazole-2-carboxamide